FC=1C=C(C(=NC1)NC1=NN(C2=C1C=NC(=C2)C(=O)N2CCOCCC2)CC(F)(F)F)C [3-[(5-fluoro-3-methyl-2-pyridyl)amino]-1-(2,2,2-trifluoroethyl)pyrazolo[4,3-c]pyridin-6-yl]-(1,4-oxazepan-4-yl)methanone